2-Aminoethanesulfonic acid NCCS(=O)(=O)O